3-[2-pyrrolidin-1-ylvinyl]pyridazine Cyanoacrylate C(#N)OC(C=C)=O.N1(CCCC1)C=CC=1N=NC=CC1